COC=1C=C2C(=C(C=NC2=CC1OC)C)C1=CC=C2CCN(CC2=C1)C(=O)OC(C)(C)C Tert-Butyl 7-(6,7-Dimethoxy-3-Methylquinolin-4-yl)-3,4-Dihydroisoquinoline-2(1H)-Carboxylate